C(=O)O.N[C@@H]1C[C@H](NC1)C(=O)N1CCN(CC1)C(=O)C1=C(C=C(C=C1)NC=1C=2N(C=CN1)C(=CN2)C=2C(=NNC2)C(F)(F)F)Cl [4-[(2S,4R)-4-aminopyrrolidine-2-carbonyl]piperazin-1-yl]-[2-chloro-4-[[3-[3-(trifluoromethyl)-1H-pyrazol-4-yl]imidazo[1,2-a]pyrazin-8-yl]amino]phenyl]methanone formate